FC(C=1SC=C(N1)C(=O)N1CCC(CC1)CCCCNC(=O)C=1C=CC=2N(C1)C=CN2)(F)F N-[4-(1-{[2-(trifluoromethyl)-1,3-thiazol-4-yl]carbonyl}piperidin-4-yl)butyl]imidazo[1,2-a]pyridine-6-carboxamide